2-(pyridin-2-yl)-5-(pyridin-2-ylmethoxy)pyrimidine N1=C(C=CC=C1)C1=NC=C(C=N1)OCC1=NC=CC=C1